ClC1=CC=C2C(=C(N(C2=C1Cl)CCCC(=O)OCC)C(=O)OCC)C=1C=NN(C1)C1OCCCC1 ethyl 6,7-dichloro-1-(4-ethoxy-4-oxo-butyl)-3-(1-tetrahydropyran-2-ylpyrazol-4-yl)indole-2-carboxylate